C(C)(C)(C)OC(=O)NCC1=NN(C=C1C=1C=C2C(=NC1)N(C=C2C=2C(=NN(C2)CCCC(=O)O)C(F)(F)F)S(=O)(=O)C2=CC=C(C)C=C2)C 4-(4-(5-(3-(((tert-butoxycarbonyl)amino)methyl)-1-methyl-1H-pyrazol-4-yl)-1-tosyl-1H-pyrrolo[2,3-b]pyridin-3-yl)-3-(trifluoromethyl)-1H-pyrazol-1-yl)butanoic acid